ClC1=C(OCCOCC(=O)O)C=CC=C1C=1N(C2=NC=NC(=C2N1)OC1(CC1)C)CC1=CC(=CC=C1)Cl 2-(2-(2-chloro-3-(9-(3-chlorobenzyl)-6-(1-methylcyclopropoxy)-9H-purin-8-yl)phenoxy)ethoxy)acetic acid